6-(4-(5-((7-cyclobutoxy-4-oxo-3,4-dihydrophthalazin-1-yl)methyl)-2-fluorobenzoyl)piperazin-1-yl)-4-(trifluoromethyl)nicotinonitrile C1(CCC1)OC1=CC=C2C(NN=C(C2=C1)CC=1C=CC(=C(C(=O)N2CCN(CC2)C2=NC=C(C#N)C(=C2)C(F)(F)F)C1)F)=O